5-fluoro-2,3-dimethyl-1H-indole FC=1C=C2C(=C(NC2=CC1)C)C